CC1=CC2=C(N(C(=N2)\C=C\C2=CC=CC=C2)C(C)C)C=C1C (E)-5,6-dimethyl-1-isopropyl-2-styryl-1H-benzimidazole